C(CC)C(CO)CO 2-propyl-1,3-propanediol